(R)-6-((2-(1,6-Diazaspiro[3.5]nonan-6-yl)-1H-benzo[d]imidazol-1-yl)methyl)nicotinonitril N1CC[C@]12CN(CCC2)C2=NC1=C(N2CC2=NC=C(C#N)C=C2)C=CC=C1